CC1(OB(OC1(C)C)C1=CC=C(C=C1)C=1C=NN(C1)C1CN(C1)CC(=O)N1CCN(CC1)C(=O)OC(C)(C)C)C tert-butyl 4-[2-[3-[4-[4-(4,4,5,5-tetramethyl-1,3,2-dioxaborolan-2-yl)phenyl]pyrazol-1-yl]azetidin-1-yl]acetyl]piperazine-1-carboxylate